3-(3-methoxy-4-(prop-2-yn-1-ylamino)phenyl)oxazolidin-2-one COC=1C=C(C=CC1NCC#C)N1C(OCC1)=O